8-[[5-methoxy-6-[(5-methoxy-2-pyridyl)methoxy]-3-pyridyl]methyl]pyrido[3,2-d]pyrimidine COC=1C=C(C=NC1OCC1=NC=C(C=C1)OC)CC1=CC=NC2=C1N=CN=C2